C(C1=CC=CC=C1)OC1=C(C(=CC(=C1)O)O)C(=O)N1CC2=C(C=CC=C2CC1)N[C@@H]1COCC1 (S)-(2-(Benzyloxy)-4,6-dihydroxyphenyl)(8-((tetrahydrofuran-3-yl)amino)-3,4-dihydroisoquinolin-2(1H)-yl)methanone